tert-butyl (S)-7-(4-(5-fluoro-2-(4-hydroxycyclohexyl) phenyl) piperidin-1-yl)-5-oxa-2-azaspiro[3.4]octane-2-carboxylate FC=1C=CC(=C(C1)C1CCN(CC1)[C@@H]1COC2(CN(C2)C(=O)OC(C)(C)C)C1)C1CCC(CC1)O